C(#N)C1=CC(=NC=C1)N1CC2(CCCC2)C2=C1N=CN=C2N2C[C@H](N(C[C@@H]2C)C(=O)OC(C)(C)C)C tert-butyl (2R,5S)-4-[7-(4-cyano-2-pyridinyl)spiro[6H-pyrrolo[2,3-d]pyrimidine-5,1'-cyclopentane]-4-yl]-2,5-dimethylpiperazine-1-carboxylate